CC1CCCC2=NCCCN12 1,5-diaza-10-methylbicyclo[4.4.0]dec-5-ene